C1(CC1)C=1C2=C(C(N(C1)C1=CC(=CC=C1)C1(COC1)CC1=NN=CN1C)=O)NC(=C2)CN2C[C@@H](C(CC2)(F)F)C (S)-4-cyclopropyl-2-((4,4-difluoro-3-methylpiperidin-1-yl)methyl)-6-(3-(3-((4-methyl-4H-1,2,4-triazol-3-yl)methyl)oxetane-3-yl)phenyl)-1,6-dihydro-7H-pyrrolo[2,3-c]pyridin-7-one